ClC1=CC2=C(C=N1)C(=NN2C=2C(=CC1=C(SCC(N1)=O)C2)OC)NCCN(C)C 7-(6-Chloro-3-((2-(dimethylamino)ethyl)amino)-1H-pyrazolo[4,3-c]pyridin-1-yl)-6-methoxy-2H-benzo[b][1,4]thiazin-3(4H)-one